2-(1-(3-chloropicolinoyl)pyrrolidin-3-yl)-5-(2-isopropylphenoxy)benzoic acid ClC=1C(=NC=CC1)C(=O)N1CC(CC1)C1=C(C(=O)O)C=C(C=C1)OC1=C(C=CC=C1)C(C)C